C(C1=CC=CC=C1)OC(=O)NC1(CCN(CC1)C(=O)OC(C)(C)C)CNC1=NC=NC(=C1F)N(CC1=CC=C(C=C1)C(F)(F)F)C1CC1 tert-Butyl 4-(((benzyloxy)carbonyl)amino)-4-(((6-(cyclopropyl(4-(trifluoromethyl)benzyl)amino)-5-fluoropyrimidin-4-yl)amino)methyl)piperidine-1-carboxylate